NC(C)C1=CC=C(N=N1)N1C[C@@H](CCC1)N(C(OC(C)(C)C)=O)CC1CCC1 tert-butyl N-[(3R)-1-[6-(1-aminoethyl)pyridazin-3-yl]-3-piperidyl]-N-(cyclobutylmethyl)carbamate